(9Z,12Z)-4-(3-((dimethylamino)methyl)-5-(4-(oleoyloxy)butoxy)phenoxy)butyloctadeca-9,12-dienoate CN(C)CC=1C=C(OCCCCOC(CCCCCCCC=CC\C=C/CCCCC)=O)C=C(C1)OCCCCOC(CCCCCCC\C=C/CCCCCCCC)=O